5-Methyl-2-((methylamino)methyl)-N-(1-(naphthalen-1-yl)cyclopropyl)benzo[d]oxazole-6-carboxamide CC=1C(=CC2=C(N=C(O2)CNC)C1)C(=O)NC1(CC1)C1=CC=CC2=CC=CC=C12